C(CCCCCCCCC\C=C/CCCC)CC(=O)O.C(CCCCCCCCC\C=C/CCCC)=O (Z)-11-hexadecenaldehyde ((Z)-11-hexadecen-1-yl acetate)